tris(octylphenyl)chloromethane C(CCCCCCC)C1=C(C=CC=C1)C(Cl)(C1=C(C=CC=C1)CCCCCCCC)C1=C(C=CC=C1)CCCCCCCC